OC[C@H](C1=CC=CC=C1)NC1=NC(=NC=C1C=1OC(=NN1)C)NC1=CC=C2C(=N1)N(N(C2=O)CCC)C(C)C (S)-6-((4-((2-hydroxy-1-phenylethyl)amino)-5-(5-methyl-1,3,4-oxadiazol-2-yl)pyrimidin-2-yl)amino)-1-isopropyl-2-propyl-1,2-dihydro-3H-pyrazolo[3,4-b]pyridin-3-one